1-(4-Bromophenyl)-1,4,5,7-tetrahydro-4-(4-hydroxy-3-methoxyphenyl)-6H-pyrazolo[3,4-b]pyridin-6-one BrC1=CC=C(C=C1)N1N=CC2=C1NC(CC2C2=CC(=C(C=C2)O)OC)=O